2-METHYL-4-FLUORO-PYRAZOLE-3-BORONIC ACID CN1N=CC(=C1B(O)O)F